C(#N)CN1C(C2=CC(=CC(=C2C=C1C1=CC=C(C=C1)F)[C@@H](C)NC1=C(C(=O)O)C=CC=C1)C)=O |r| racemic-2-((1-(2-(cyanomethyl)-3-(4-fluorophenyl)-7-methyl-1-oxo-1,2-dihydroisoquinolin-5-yl)ethyl)amino)benzoic acid